1-(5-chloro-2-((6-methoxy-2-methyl-1,2,3,4-tetrahydroisoquinolin-7-yl)amino)pyrimidin-4-yl)-1H-indole-3-sulfonamide ClC=1C(=NC(=NC1)NC1=C(C=C2CCN(CC2=C1)C)OC)N1C=C(C2=CC=CC=C12)S(=O)(=O)N